carboxybenzoic acid phenethyl ester C(CC1=CC=CC=C1)OC(C1=C(C=CC=C1)C(=O)O)=O